N1C=CC2=CC=C(C=C12)NC1=NC(=NC=C1)NC1=CC(=C(C=C1)OCCCN1CCCCC1)OC 4-(6-indolylamino)-2-[3-methoxy-4-(3-piperidinopropoxy)phenylamino]pyrimidine